C[C@H]1CN(CC2=CC=CC=C12)C(=O)C=1C=C2CN(C(C2=CC1)=O)C1C(NC(CC1)=O)=O 3-(5-((R)-4-methyl-1,2,3,4-tetrahydroisoquinoline-2-carbonyl)-1-oxoisoindolin-2-yl)piperidine-2,6-dione